8-methyl-6-[2-(1,4-oxaazepan-4-yl)-2-oxo-ethyl]-2-thieno[2,3-c]pyridin-5-yl-3H-quinazolin-4-one CC=1C=C(C=C2C(NC(=NC12)C=1C=C2C(=CN1)SC=C2)=O)CC(=O)N2CCOCCC2